NC1=CC=C(C=C1)SCCCSC1=CC=C(C=C1)N 1,3-bis(4-aminophenylmercapto)propane